((4-(4-phenylindolin-1-yl)pyrido[3,2-D]pyrimidin-7-yl)methyl)-D-proline C1(=CC=CC=C1)C1=C2CCN(C2=CC=C1)C=1C2=C(N=CN1)C=C(C=N2)CN2[C@H](CCC2)C(=O)O